C(#N)C1=CC(=CS1)CN1C2=C(C3=CC=CC(=C13)C(=O)O)CCCC(C2)CCCCCC 5-[(5-cyanothiophen-3-yl)methyl]-7-hexyl-5H,6H,7H,8H,9H,10H-cyclohepta[b]indole-4-carboxylic acid